ClC[C@H]1CN(CC1)CC1=CC(=C2CN(C(C2=C1)=O)C1=CC(=CC=C1)C1(COC1)CC1=NN=CN1C)C(F)(F)F (R)-6-((3-(chloromethyl)pyrrolidin-1-yl)methyl)-2-(3-(3-((4-methyl-4H-1,2,4-triazol-3-yl)methyl)oxetan-3-yl)phenyl)-4-(trifluoromethyl)isoindolin-1-one